O=C1N(C(C2=CC=CC=C12)=O)C(C)C1=NC(=NN1C1=NC=CC=N1)N(C(OC(C)(C)C)=O)C tert-butyl N-[5-[1-(1,3-dioxoisoindolin-2-yl) ethyl]-1-pyrimidin-2-yl-1,2,4-triazol-3-yl]-N-methyl-carbamate